[Ni](Br)Br.C(C)(C)(C)C1=CC(=NC=C1)C1=NC=CC(=C1)C(C)(C)C (4,4'-di-tert-butyl-2,2'-bipyridine) nickel dibromide